tert-butyl N-[6-(5-isopropyl-2-pyridyl)thiazolo[4,5-b]pyrazin-2-yl]carbamate C(C)(C)C=1C=CC(=NC1)C=1N=C2C(=NC1)N=C(S2)NC(OC(C)(C)C)=O